OC1CN(CC1)CC1(COCCC1)CNC(=O)C1=CC2=C(S1)CCCCCC2 N-({3-[(3-hydroxypyrrolidin-1-yl)methyl]oxacyclohexan-3-yl}methyl)-4H,5H,6H,7H,8H,9H-cycloocta[b]thiophene-2-carboxamide